C\C(=C/C(=O)O)\C=C\C=C(\C=C\C1=C(CCCC1(C)C)C)/C (2E,4E,6E,8E)-3,7-dimethyl-9-(2,6,6-trimethylcyclohexen-1-yl)nona-2,4,6,8-tetraenoic acid